COC(=O)C=1C=C2C(=C(NC2=CC1)C1=CC(=NC=C1)C)CC 3-ethyl-2-(2-methylpyridin-4-yl)-1H-indole-5-carboxylic acid methyl ester